ClC(C)OC(NCCCCCCNC(=O)OC(C)(C)C)=O N-[6-[[(1,1-dimethylethoxy)carbonyl]amino]hexyl]carbamic acid 1-chloroethyl ester